BrC=1SC(=CN1)C(=O)NCCC1=CC=CC=C1 2-Bromo-N-phenethylthiazole-5-carboxamide